C1(CCCCC1)N1CC=CC2=C1N=C(N=C2)NC2=C(C=C(C=C2)N2CCN(CC2)C)OC 8-Cyclohexyl-2-((2-methoxy-4-(4-methylpiperazin-1-yl)phenyl)amino)pyrido[2,3-d]pyrimidine